tert-butyl 4-amino-1,3-dihydroisoindole-2-carboxylate NC1=C2CN(CC2=CC=C1)C(=O)OC(C)(C)C